1-(5-(2-Fluoro-5-((4-oxo-3,4-dihydrophthalazin-1-yl)methyl)phenyl)-1H-benzoimidazol-2-yl)-3-(2,2,2-trifluoroethyl)urea FC1=C(C=C(C=C1)CC1=NNC(C2=CC=CC=C12)=O)C1=CC2=C(NC(=N2)NC(=O)NCC(F)(F)F)C=C1